OC1=CC=C(C2=CC(=CC=C12)C(=O)O)O 1,4-dihydroxyl-6-naphthoic acid